CN1CCC(CC1)OC1=CN=CC(=N1)NC1=NNC(=C1)[C@@H]1CC(CC1)=O (S)-3-(3-((6-((1-methylpiperidin-4-yl)oxy)pyrazin-2-yl)amino)-1H-pyrazol-5-yl)cyclopentan-1-one